ethyl-(N,N-dimethylaminopropyl)carbodiimide C(C)N=C=NCCCN(C)C